C1(CC1)C=1N=C(C(=NC1C=1C2=C(C=NC1)N(C=N2)C)C(=O)OC)NC2=CC=C(C=C2)N2CCOCC2 Methyl 5-cyclopropyl-6-(3-methylimidazo[4,5-c]pyridin-7-yl)-3-(4-morpholinoanilino)pyrazine-2-carboxylate